(R)-3-((2-((1H-benzo[d][1,2,3]triazol-5-yl)methyl)-3-oxoisoindolin-1-yl)methyl)-4-chloropicolinonitrile N1N=NC2=C1C=CC(=C2)CN2[C@@H](C1=CC=CC=C1C2=O)CC=2C(=NC=CC2Cl)C#N